1-(3-phenylpropanoyl)-lysergic acid diethylamide C(C)N(C(=O)[C@H]1CN(C)[C@@H]2CC3=CN(C4=CC=CC(C2=C1)=C34)C(CCC3=CC=CC=C3)=O)CC